N-(2-((tertbutyldimethylsilyl)oxy)ethyl)acrylamide C(C)(C)(C)[Si](OCCNC(C=C)=O)(C)C